tert-Butyl N-[[4-(4-methyl-1,3-thiazol-5-yl)phenyl]methyl]-N-[2-(oxan-2-yloxy)ethyl]carbamate CC=1N=CSC1C1=CC=C(C=C1)CN(C(OC(C)(C)C)=O)CCOC1OCCCC1